(3S,4S)-1-((1R,2R)-2-methyl-cyclopentyl)-4-{[5-(2,4,6-trifluoro-phenyl)-isoxazole-3-carbonyl]-amino}-piperidine-3-carboxylic acid dimethylamide CN(C(=O)[C@H]1CN(CC[C@@H]1NC(=O)C1=NOC(=C1)C1=C(C=C(C=C1F)F)F)[C@H]1[C@@H](CCC1)C)C